C1(CCC1)N1N=C(C2=CC(=CC=C12)C(C)(C)O)NC=1C(=NN(C1)C)C 2-{1-cyclobutyl-3-[(1,3-dimethyl-1H-pyrazol-4-yl)amino]-1H-indazol-5-yl}propan-2-ol